2-((R)-2-hydroxy-2-((S)-1,2,3,4-tetrahydroisoquinolin-3-yl)ethyl)-6-(9-hydroxy-3-azaspiro[5.5]undecane-3-carbonyl)-4,4-dimethyl-3,4-dihydroisoquinolin-1(2H)-one hydrochloride Cl.O[C@H](CN1C(C2=CC=C(C=C2C(C1)(C)C)C(=O)N1CCC2(CC1)CCC(CC2)O)=O)[C@H]2NCC1=CC=CC=C1C2